ethyl 1-(2-((6-acetylbenzo-[d][1,3]dioxol-5-yl)amino)-2-oxoethyl)piperazine-2-carboxylate dihydrochloride Cl.Cl.C(C)(=O)C=1C(=CC2=C(OCO2)C1)NC(CN1C(CNCC1)C(=O)OCC)=O